FC1=CC=C(C=C1)C=1C=C2C(=NC=NC2=C(C1)OC)NCC1CCN(CC1)C(C)=O 1-[4-[[[6-(4-Fluorophenyl)-8-methoxy-quinazolin-4-yl]amino]methyl]-1-piperidyl]ethanone